BrC1=C(C=C(S1)CCC(=O)OC)CC=1N=C(NC1)C1=C(C=CC(=C1)OC=1C(=C2C=CNC2=CC1F)C)F methyl 3-(5-bromo-4-((2-(2-fluoro-5-((6-fluoro-4-methyl-1H-indol-5-yl)oxy)phenyl)-1H-imidazol-4-yl)methyl)thiophen-2-yl)propanoate